1-(4-{[(2-Chlorophenyl)acetyl]amino}-2-sulfamoylphenyl)-1H-pyrazole-4-carboxylic acid methyl ester COC(=O)C=1C=NN(C1)C1=C(C=C(C=C1)NC(CC1=C(C=CC=C1)Cl)=O)S(N)(=O)=O